Cl.COC=1C=C(C=CC1)NC1N(C(=NC(=N1)N)N1CCCC1)C1=CC=CC=C1 N-(3-Methoxyphenyl)-N1-phenyl-6-pyrrolidin-1-yl-[1,3,5]triazine-2,4-diamine hydrochloride